ClC=1C=C2CC(COC2=CC1)C(=O)C1=CN(C2=CC(=CC=C12)C=1N(N=CC1)C)CCN(C)C (6-Chlorochroman-3-yl)-[1-[2-(dimethylamino)ethyl]-6-(2-methylpyrazol-3-yl)indol-3-yl]methanone